1-(1-(1H-1,2,4-triazole-1-carbonyl)azepan-3-yl)-5-amino-3-(4-phenoxyphenyl)-1H-pyrazole-4-carboxamide N1(N=CN=C1)C(=O)N1CC(CCCC1)N1N=C(C(=C1N)C(=O)N)C1=CC=C(C=C1)OC1=CC=CC=C1